2-amino-2,3-dihydro-1H-indene-5-carboxamide NC1CC2=CC=C(C=C2C1)C(=O)N